N2-(2-methoxyphenyl)oxalamide COC1=C(C=CC=C1)NC(C(=O)N)=O